C(CCCCCCCC)[N+](CCCC)(CCCC)CCCCCCCCC dinonyldibutylammonium